C1(=CC=CC=C1)C=1C=CC2=C(OC=C2)C1 6-phenylbenzo[b]furan